5-chloro-3-methyl-1H-pyrazol-4-amine ClC1=C(C(=NN1)C)N